C(C)(=O)C1=CC2=CC=CC=C2C=C1 2'-Acetonaphthone